(S)-N-(3-(4-(1-Acetyl-2-methyl-1,2,3,4-tetrahydroquinolin-6-yl)benzamido)propyl)-2-(2-aminopyrimidin-5-yl)-4-morpholinothieno[3,2-d]pyrimidine-6-carboxamide C(C)(=O)N1[C@H](CCC2=CC(=CC=C12)C1=CC=C(C(=O)NCCCNC(=O)C2=CC=3N=C(N=C(C3S2)N2CCOCC2)C=2C=NC(=NC2)N)C=C1)C